FC(C=1C=CC=2C3=C(C=NC2C1)N=C(N=C3)N)(F)F 8-(trifluoromethyl)pyrimido[4,5-c]quinolin-3-amine